BrC1=CC(=NC=C1)OCCC([C@H](C)NC(OC(C)(C)C)=O)F tert-butyl ((2S)-5-((4-bromopyridin-2-yl)oxy)-3-fluoropentan-2-yl)carbamate